6-[(3S)-3-(cyanomethyl)piperazin-1-yl]-N-(3-hydroxy-1-naphthyl)-2-[[(2S)-1-methylpyrrolidin-2-yl]methoxy]pyrimidine-4-carboxamide C(#N)C[C@H]1CN(CCN1)C1=CC(=NC(=N1)OC[C@H]1N(CCC1)C)C(=O)NC1=CC(=CC2=CC=CC=C12)O